tungsten oxy fluoride O(F)F.[W]